N,N-dimethyl-4-(4,4,5,5-tetramethyl-1,3,2-dioxaborolan-2-yl)-1H-pyrazole-1-ethylamine CN(CCN1N=CC(=C1)B1OC(C(O1)(C)C)(C)C)C